C(C)(=O)N1CC(C1)N1C(N(C(C1)C#N)C1=CN=CC2=CC=CC=C12)=O 1-(1-acetylazetidin-3-yl)-3-(isoquinolin-4-yl)-2-oxoimidazoline-4-carbonitrile